SCCC[SiH2]C(OC)OC 3-mercaptopropyl-dimethoxymethyl-silane